1-(2-Nitro-4-(1H-tetrazol-1-yl)phenyl)piperidine [N+](=O)([O-])C1=C(C=CC(=C1)N1N=NN=C1)N1CCCCC1